C(C)(C)C1=CC=C(CCSCC2=CNC(O2)=O)C=C1 5-[(4-isopropylphenethylthio)methyl]oxazol-2(3H)-one